7-bromo-6-(4-(4-(dimethoxymethyl)piperidin-1-yl)phenyl)-1-fluoro-3-(tetrahydro-2H-pyran-2-yl)-3,8,9,10-tetrahydrocyclohepta[e]indazole BrC1=C(C2=C(C=3C(=NN(C3C=C2)C2OCCCC2)F)CCC1)C1=CC=C(C=C1)N1CCC(CC1)C(OC)OC